[Br-].Br hydrobromic acid, bromide salt